[O-2].[Mn+2].[Ti+4].[Ru+3] ruthenium titanium manganese oxide